(R)-2-(3-(1-benzhydryl-azetidin-3-ylidene)butan-2-yl)isoindoline-1,3-dione C(C1=CC=CC=C1)(C1=CC=CC=C1)N1CC(C1)=C([C@@H](C)N1C(C2=CC=CC=C2C1=O)=O)C